(1Z)-1-(diazyn-1-iumyl)-1-[dimethoxy-(oxo)-λ5-phosphanyl]-prop-1-en-2-olate [N+](#N)/C(=C(\C)/[O-])/P(=O)(OC)OC